FC1=C(C(=CC=C1C(=O)C1=CNC2=NC=C(C=C21)C=2C=NC=CC2)F)NS(=O)(=O)CCC N-(2,6-difluoro-3-(5-(pyridin-3-yl)-1H-pyrrolo[2,3-b]pyridine-3-carbonyl)phenyl)propane-1-sulfonamide